(2r,5s)-4-(7-(3-(methoxycarbonyl)cyclohexyl)-5-(trifluoromethyl)-7H-pyrrolo[2,3-d]pyrimidin-4-yl)-2,5-dimethylpiperazine-1-carboxylic acid tert-butyl ester C(C)(C)(C)OC(=O)N1[C@@H](CN([C@H](C1)C)C=1C2=C(N=CN1)N(C=C2C(F)(F)F)C2CC(CCC2)C(=O)OC)C